CS(=O)(=O)C1=C(OC2CCN(CC2)C(CNC(=O)C2=NNC(=C2)C2=CC=CC=C2)=O)C=CC=C1 5-Phenyl-1H-pyrazole-3-carboxylic acid {2-[4-(2-methanesulfonyl-phenoxy)-piperidin-1-yl]-2-oxoethyl}-amide